5-(3-((4-(4-chlorophenyl)thiazol-2-yl)amino)phenyl)-2,5-dimethyl-1,1-dioxo-1,2,4-thiadiazin ClC1=CC=C(C=C1)C=1N=C(SC1)NC=1C=C(C=CC1)C1(N=CN(S(C1)(=O)=O)C)C